FC1(CCN2C1=NC(=C2)C=2C=C(C=CC2F)S(=O)(=O)N(C)CC2=CC=C(C=C2)OC)F 3-(7,7-difluoro-6,7-dihydro-5H-pyrrolo[1,2-a]imidazol-2-yl)-4-fluoro-N-(4-methoxybenzyl)-N-methylbenzenesulfonamide